C1(=CC=CC=C1)C(N)CO (-)-2-phenylglycinol